gadolinium telluride borate B([O-])(O)O.[Te-2].[Gd+3]